isobutoxysilane C(C(C)C)O[SiH3]